C(N)(=O)C1(COCC1)NC(=O)C1=C(OC2=C1C=C(C=C2)OCC2(CC2)C(F)F)C N-(3-carbamoyloxolan-3-yl)-5-{[1-(difluoromethyl)cyclopropyl]methoxy}-2-methyl-1-benzofuran-3-carboxamide